ClC1=C(C(=O)NC=2C(=C(C=CC2F)NC(OC(C)(C)C)=O)F)C=C(C=C1)NC(=O)[C@@H]1C([C@H]1C1=CC(=C(C(=C1)Cl)Cl)Cl)(Cl)Cl tert-Butyl (3-(2-chloro-5-((1R,3R)-2,2-dichloro-3-(3,4,5-trichlorophenyl)cyclopropane-1-carboxamido)benzamido)-2,4-difluorophenyl)carbamate